(S)-tert-Butyl 3-((1-(3,5-dichlorophenyl)-3-ethoxy-3-oxopropyl)(methyl)amino)azetidine-1-carboxylate ClC=1C=C(C=C(C1)Cl)[C@H](CC(=O)OCC)N(C1CN(C1)C(=O)OC(C)(C)C)C